CN(C(=O)C1N(NC(C1)=O)C1=NC(=CC(=N1)C)C(F)(F)F)C1=C(C(=C(C=C1)F)F)F N-methyl-2-(4-methyl-6-(trifluoromethyl)pyrimidin-2-yl)-5-oxo-N-(2,3,4-trifluorophenyl)pyrazolidine-3-carboxamide